ClC=1C=CC2=C(OC3=C(C(=N2)N2CCN(CC2)CC(C(=O)O)(C)C)C=CC(=C3)SC)C1 3-(4-(7-chloro-3-(methylthio)dibenzo[b,f][1,4]oxazepin-11-yl)piperazin-1-yl)-2,2-dimethylpropionic acid